(2-((1R,3R)-3-(phenylmethoxy)cyclobutyl)pyrimidin-5-yl)carbamic acid tert-butyl ester C(C)(C)(C)OC(NC=1C=NC(=NC1)C1CC(C1)OCC1=CC=CC=C1)=O